N(=NC(C(=O)NC(CO)(CO)CO)(C)C)C(C(=O)NC(CO)(CO)CO)(C)C 2,2'-azobis{2-methyl-N-[1,1-bis(hydroxymethyl)-2-hydroxyethyl]propanamide}